C(N)(OCC(COC(N)=O)(CC(C)C)CC(C)C)=O 2,2-diisobutylpropane-1,3-diyl dicarbamate